COC(C1=CC(=CC=C1)CBr)=O 3-bromomethyl-benzoic acid methyl ester